C(=O)O.NC1CCN(CC1)C([C@H](C)NC(C1=C(C=C(C=C1)NC=1C=2N(C=CN1)C(=CN2)C=2C(=NNC2)C(F)(F)F)Cl)=O)=O N-[(2S)-1-(4-aminopiperidin-1-yl)-1-oxopropan-2-yl]-2-chloro-4-[[3-[3-(trifluoromethyl)-1H-pyrazol-4-yl]imidazo[1,2-a]pyrazin-8-yl]amino]benzamide formate